C(C)(C)(C)OC(=O)N([C@H](C(=O)N[C@H]1C[C@@H](CC[C@@H]2N(C1=O)[C@@H](CC2)C(=O)OCC2=CC=CC=C2)O)C)C benzyl (3S,6S,8R,10aR)-6-((S)-2-((tert-butoxycarbonyl) (methyl) amino) propanamido)-8-hydroxy-5-oxodecahydropyrrolo[1,2-a]azocine-3-carboxylate